benzyl 8-(6-(2-cyclopentylacetyl)-5,6,7,8-tetrahydro-1,6-naphthyridin-2-yl)-3,8-diazabicyclo[3.2.1]octane-3-carboxylate C1(CCCC1)CC(=O)N1CC=2C=CC(=NC2CC1)N1C2CN(CC1CC2)C(=O)OCC2=CC=CC=C2